(E)-3-[4-[2-(2,4-Difluorophenyl)-2-hydroxy-3-(1,2,4-triazol-1-yl)propoxy]phenyl]-1-(4-methylphenyl)prop-2-en-1-one FC1=C(C=CC(=C1)F)C(COC1=CC=C(C=C1)/C=C/C(=O)C1=CC=C(C=C1)C)(CN1N=CN=C1)O